S(=O)(=O)(OCCN)O 2-aminoethyl hydrogen sulfate